Dimethyl (1R,3aR)-7-bromo-1-(2,5-dioxopyrrolidin-1-yl)-1,2-dihydropyrrolo[1,2-a]quinoline-3,3(3aH)-dicarboxylate BrC=1C=C2C=C[C@H]3N(C2=CC1)[C@@H](CC3(C(=O)OC)C(=O)OC)N3C(CCC3=O)=O